6-(1-(3,3-difluorocyclobutyl)-4-(4-fluorophenyl)-1H-imidazol-5-yl)imidazo[1,2-b]pyridazine-3-carbonitrile FC1(CC(C1)N1C=NC(=C1C=1C=CC=2N(N1)C(=CN2)C#N)C2=CC=C(C=C2)F)F